ClC1=CC(=C(C=C1)C1(OC(C2=C(O1)C=CC=C2)C2=CC=C(C=1CCOC12)CC1=NC2=C(N1C[C@H]1OCC1)C=C(C=C2)C(=O)O)C)F 2-((7-(2-(4-chloro-2-fluorophenyl)-2-methylbenzo[d][1,3]dioxan-4-yl)-2,3-dihydrobenzofuran-4-yl)methyl)-1-(((S)-oxetan-2-yl)methyl)-1H-benzo[d]imidazole-6-carboxylic acid